bis-(2,6-dichlorobenzoyl)decylphosphine oxide ClC1=C(C(=O)P(CCCCCCCCCC)(C(C2=C(C=CC=C2Cl)Cl)=O)=O)C(=CC=C1)Cl